C(C)(C)(C)N1N=CC(=C1F)C(=O)NC1=C(C=C(C(=C1)C=1C=C(C=2N(C1)C=CN2)C=2CCOCC2)C)F 1-(tert-Butyl)-N-(5-(8-(3,6-dihydro-2H-pyran-4-yl)imidazo[1,2-a]pyridin-6-yl)-2-fluoro-4-methylphenyl)-5-fluoro-1H-pyrazole-4-carboxamide